ClC1=C(C=C(C=C1)N1CC2(C3=NC(=CC=C31)C(=O)N3C(CN(CC3)C3=NC(=C(C(=O)O)C(=C3)C)C)(C)C)CC(C2)OC)F 6-(4-((1s,3s)-1'-(4-chloro-3-fluorophenyl)-3-methoxy-1',2'-dihydrospiro[cyclobutane-1,3'-pyrrolo[3,2-b]pyridine]-5'-carbonyl)-3,3-dimethylpiperazin-1-yl)-2,4-dimethylnicotinic acid